(R)-3,3-dimethyl-4-((2-oxo-4-chloropyridin-1(2H)-yl)methyl)piperidine-1-carboxylic acid tert-butyl ester C(C)(C)(C)OC(=O)N1CC([C@@H](CC1)CN1C(C=C(C=C1)Cl)=O)(C)C